ClC1=CC(=C2C(=N1)N(N=C2)[C@H]2[C@@H]([C@@H]([C@H](O2)CS(=O)(=O)CP(O)(O)=O)O)O)NC2CCCC2 (((((2S,3S,4R,5R)-5-(6-chloro-4-(cyclopentylamino)-1H-pyrazolo[3,4-b]pyridin-1-yl)-3,4-dihydroxytetrahydrofuran-2-yl)methyl)sulfonyl)methyl)-phosphonic acid